3,5-dimethyl-2-octenoic acid CC(=CC(=O)O)CC(CCC)C